4,4-dihydroxybiphenyl, rhodium salt [Rh].OC1(CC=C(C=C1)C1=CC=CC=C1)O